carboxymethyl octenyl succinate C(CCC(=O)OC=CCCCCCC)(=O)OCC(=O)O